4-amino-N-(6-methyl-1-((2,3,5,6-tetrafluorophenyl)amino)isoquinolin-5-yl)quinazoline-8-carboxamide benzyl-(1S,2R,3S)-2-methyl-3-(pyridin-2-yl)cyclopropane-1-carboxylate C(C1=CC=CC=C1)OC(=O)[C@H]1[C@@H]([C@@H]1C1=NC=CC=C1)C.NC1=NC=NC2=C(C=CC=C12)C(=O)NC1=C2C=CN=C(C2=CC=C1C)NC1=C(C(=CC(=C1F)F)F)F